CC=1C2=C(NC(C1C(\C=C\C=1SC(=CC1)C)=O)=O)SC=C2 (E)-4-methyl-5-(3-(5-methylthiophene-2-yl)acryloyl)thieno[2,3-b]pyridin-6(7H)-one